tertbutyl 3-{[(benzyloxy)carbonyl]amino}-5-methyl-2,3,4,7-tetrahydroazepine-1-carboxylate C(C1=CC=CC=C1)OC(=O)NC1CN(CC=C(C1)C)C(=O)OC(C)(C)C